C1(CCCC1)OC([C@@H](N[P@@](=O)(OC1=CC=CC=C1)OC[C@H]1O[C@@]([C@@H]([C@@H]1O)O)(C#N)C1=CC=C2C(=NC=NN21)N)CC(=O)OC2CCCC2)=O N-((S)-(((2R,3S,4R,5R)-5-(4-aminopyrrolo[2,1-f][1,2,4]triazine-7-yl)-5-cyano-3,4-dihydroxytetrahydrofuran-2-yl)methoxy)(phenoxy)phosphoryl)-L-aspartic acid-1,4-dicyclopentyl ester